(R)-N-(3-(2-butoxy)-1-methyl-1H-pyrazol-4-yl)carboxamide C[C@H](CC)OC1=NN(C=C1NC=O)C